COCC=CC=1C(=NC=C(C1)C(F)(F)F)C(=O)NN 3-(3-methoxyprop-1-en-1-yl)-5-(trifluoromethyl)picolinohydrazide